(R)-1-(2-(3-(ethoxymethyl)-1-(2-(6-methylpyridin-3-yl)propan-2-yl)pyrrolidin-3-yl)ethyl)-1,3-dihydro-2H-imidazol-2-one C(C)OC[C@@]1(CN(CC1)C(C)(C)C=1C=NC(=CC1)C)CCN1C(NC=C1)=O